di(phenyl) carbonate C(OC1=CC=CC=C1)(OC1=CC=CC=C1)=O